NCC(CNC1CCC(CC1)NC1=CC=C(C=C1)C(C)(C)C)O 1-Amino-3-((4-((4-(tert-butyl)phenyl)amino)cyclohexyl)amino)propan-2-ol